C(C)S(=O)(=O)C1=CC=C(C=C1)[C@H](COC)N (R)-1-(4-(ethylsulfonyl)phenyl)-2-methoxyethylamine